NC=1C(=NC(=CN1)C=1C=NN(C1)C)C=1C=CC(N(N1)C1=C(C(=CC(=C1)OC)OC)Cl)=O 6-(3-amino-6-(1-methyl-1H-pyrazol-4-yl)pyrazin-2-yl)-2-(2-chloro-3,5-dimethoxyphenyl)pyridazin-3(2H)-on